2-bromo-5-methoxy-4-((4-methoxybenzyl)oxy)pyridine BrC1=NC=C(C(=C1)OCC1=CC=C(C=C1)OC)OC